6-(3,4-dihydro-2H-benzo[b][1,4]dioxepin-7-yl)-2-((3-methylisoxazol-5-yl)methyl)pyridazin-3(2H)-one O1C2=C(OCCC1)C=C(C=C2)C=2C=CC(N(N2)CC2=CC(=NO2)C)=O